iridium(III) bis(di-benzo[f,h]quinoxaline) N1=CC=NC2=C3C(=C4C(=C12)C=CC=C4)C=CC=C3.N3=CC=NC4=C1C(=C2C(=C34)C=CC=C2)C=CC=C1.[Ir+3]